1-((4S,5S,7R,8R,9S,10R)-8,10-bis(benzyloxy)-7-((benzyloxy)methyl)-4-phenyl-1,6-dioxaspiro[4.5]dec-2-en-9-yl)-4-(3,4,5-trifluorophenyl)-1H-1,2,3-triazole C(C1=CC=CC=C1)O[C@H]1[C@H](O[C@@]2([C@@H](C=CO2)C2=CC=CC=C2)[C@@H]([C@H]1N1N=NC(=C1)C1=CC(=C(C(=C1)F)F)F)OCC1=CC=CC=C1)COCC1=CC=CC=C1